BrC1=CC2=C(S1)C(=CC(=C2)C(=O)OC)Cl Methyl 2-bromo-7-chlorobenzo[b]thiophene-5-carboxylate